BrCC1CCC(CC1)CC(=O)O 2-(4-(bromomethyl)cyclohexyl)acetic acid